ClC=1C2=C(N(C(N1)=O)C=1C(=NC=CC1C)C(C)C)N=C(C(=C2)Cl)C2=C(C=CC=C2)F (M)-4,6-Dichloro-7-(2-fluorophenyl)-1-(2-isopropyl-4-methylpyridin-3-yl)pyrido[2,3-d]pyrimidin-2(1H)-one